aluminum tri-(ethyl phosphonate) C(C)P([O-])([O-])=O.C(C)P([O-])([O-])=O.C(C)P([O-])([O-])=O.[Al+3].[Al+3]